3-amino-N-[2-[2-[[2-[4-[2-fluoro-5-[(4-oxo-3H-phthalazin-1-yl)methyl]benzoyl]piperazin-1-yl]-2-oxo-ethyl]amino]ethoxy]ethyl]-5-(m-tolyl)pyridine-2-carboxamide NC=1C(=NC=C(C1)C=1C=C(C=CC1)C)C(=O)NCCOCCNCC(=O)N1CCN(CC1)C(C1=C(C=CC(=C1)CC1=NNC(C2=CC=CC=C12)=O)F)=O